C(=O)(OCCCCCCCCCCCCCCCCCCCCCCCC)OOC(=O)OCCCCCCCCCCCCCCCCCCCCCCCC ditetracosyl peroxydicarbonate